1-(4-(4-(4-bromophenyl)piperazin-1-yl)phenyl)-1,3-dihydro-2H-imidazol-2-one BrC1=CC=C(C=C1)N1CCN(CC1)C1=CC=C(C=C1)N1C(NC=C1)=O